NC=1C=C(C=CC1O)[C@@H](CO)N1C(N[C@@H](C1)C(F)(F)F)=O (S)-1-((S)-1-(3-amino-4-hydroxyphenyl)-2-hydroxyethyl)-4-(trifluoromethyl)-imidazolidin-2-one